(1R,3S,5R)-2-(2-(4-amino-8-fluoro-6-methyl-9H-pyrimido[4,5-b]indol-9-yl)acetyl)-N-(6-bromopyridin-2-yl)-2-azabicyclo[3.1.0]hexane-3-carboxamide NC1=NC=NC=2N(C3=C(C=C(C=C3C21)C)F)CC(=O)N2[C@@H]1C[C@@H]1C[C@H]2C(=O)NC2=NC(=CC=C2)Br